BrC=1C=NC(=NC1)N[C@@H]1C[C@H](CC1)NC1=NC=2C(=NC=CC2)N1CC1=CC=C(C=C1)OC (1S,3S)-N1-(5-Bromopyrimidin-2-yl)-N3-(3-(4-methoxybenzyl)-3H-imidazo[4,5-b]pyridin-2-yl)cyclopentane-1,3-diamine